(6S)-N-{(2S)-1-(1,3-benzothiazol-2-yl)-1-oxo-3-[(3S)-2-oxopyrrolidin-3-yl]propan-2-yl}-5-[(2R)-tetrahydrofuran-2-ylcarbonyl]-5-azaspiro[2.4]heptane-6-carboxamide S1C(=NC2=C1C=CC=C2)C([C@H](C[C@H]2C(NCC2)=O)NC(=O)[C@H]2N(CC1(CC1)C2)C(=O)[C@@H]2OCCC2)=O